FC=1C=NC(=NC1)C(C)C(=O)C(C)C1=NC=C(C=N1)F 1-(5-fluoro-2-pyrimidinyl)ethylKetone